5-[3,4-Dicarboxy-5-[4-[4-(3-oxo-3-phenylprop-1-enyl)phenyl]phenoxy]phenyl]-3-[4-[4-(3-oxo-3-phenylprop-1-enyl)phenyl]phenoxy]phthalic acid C(=O)(O)C=1C=C(C=C(C1C(=O)O)OC1=CC=C(C=C1)C1=CC=C(C=C1)C=CC(C1=CC=CC=C1)=O)C1=CC(=C(C(C(=O)O)=C1)C(=O)O)OC1=CC=C(C=C1)C1=CC=C(C=C1)C=CC(C1=CC=CC=C1)=O